4'-bromo-benzophenone BrC1=CC=C(C=C1)C(C1=CC=CC=C1)=O